6-fluoro-2,7-dimethylbenzo[d]isothiazole-3(2H)-thione 1,1-dioxide FC1=C(C2=C(C(N(S2(=O)=O)C)=S)C=C1)C